N-methyl-3-(trifluoromethyl)-4,5,6,7-tetrahydrobenzothiophen-5-amine CNC1CCC2=C(C(=CS2)C(F)(F)F)C1